BrC=1C(=CC(=NC1)N)OC(C)CC 5-bromo-4-(sec-butoxy)pyridin-2-amine